FC1=CC(=C(C=C1N1N=CC=C1)O)C1=CN=C(N=N1)C=C1CC(NC(C1)(C)C)(C)C 4-fluoro-5-(1H-pyrazol-1-yl)-2-(3-((2,2,6,6-tetramethylpiperidin-4-ylidene)methyl)-1,2,4-triazin-6-yl)phenol